di(β-hydroxylethyl) terephthalate C(C1=CC=C(C(=O)OCCO)C=C1)(=O)OCCO